3,5-diphenyl-N,N-diphenylaniline C1(=CC=CC=C1)C=1C=C(N(C2=CC=CC=C2)C2=CC=CC=C2)C=C(C1)C1=CC=CC=C1